2,6-Dichloro-4-(6-methoxy-2-azaspiro[3.3]heptane-2-yl)benzoic acid ClC1=C(C(=O)O)C(=CC(=C1)N1CC2(C1)CC(C2)OC)Cl